[4-(2,4-dihydroxyphenyl)-1,3-thiazol-2-yl]-2-methylpropanamide OC1=C(C=CC(=C1)O)C=1N=C(SC1)C(C(=O)N)(C)C